Hydroxynorleucine ON[C@@H](CCCC)C(=O)O